ClC1=CC=C2CCC(CC2=C1)N1CC2=C(CC1)N=C(N2)C=2C=NC=CC2Cl 5-(7-chloro-1,2,3,4-tetrahydronaphthalen-2-yl)-2-(4-chloropyridin-3-yl)-4,5,6,7-tetrahydro-3H-imidazo[4,5-c]pyridine